ClC=1C=C(C=C(C1)Cl)C1=C(NC2=C(C=CC=C12)C(C)NS(=O)(=O)C1=CC=CC=C1)C(=O)O 3-(3,5-dichlorophenyl)-7-(1-(phenylsulfonamido)ethyl)-1H-indole-2-carboxylic acid